(S) or (R)-2-((S)-1-(2-ethyl-6-(1-methyl-5-((2-oxo-5-propylpyridin-1(2H)-yl)methyl)-1H-1,2,3-triazol-4-yl)pyridin-3-yl)pyrrolidin-3-yl)butanoic acid C(C)C1=NC(=CC=C1N1C[C@@H](CC1)[C@@H](C(=O)O)CC)C=1N=NN(C1CN1C(C=CC(=C1)CCC)=O)C |o1:13|